1-Benzyl-N-(2-(2,2-difluorocyclopropyl)-4-methyl-5-oxo-5,6,7,8-tetrahydro-4H-pyrazolo[1,5-a][1,3]diazepin-6-yl)-1H-1,2,4-triazol-3-carboxamid C(C1=CC=CC=C1)N1N=C(N=C1)C(=O)NC1C(N(C=2N(CC1)N=C(C2)C2C(C2)(F)F)C)=O